2-(2-hydroxyethyl)pyrimidine-5-carboxylic acid methyl ester COC(=O)C=1C=NC(=NC1)CCO